O=C1NC(CCC1N1C(C2=CC=CC(=C2C1=O)NCCCCCCCCNC(C1=CC=C(C(=O)NC2=CC3=C(NC(=N3)CN3[C@H](CCC3)C)C=C2)C=C1)=O)=O)=O N1-(8-((2-(2,6-dioxopiperidin-3-yl)-1,3-dioxoisoindolin-4-yl)amino)octyl)-N4-(2-(((S)-2-methylpyrrolidin-1-yl)methyl)-1H-benzo[d]imidazol-5-yl)terephthalamide